tert-butyl 3-[4-amino-6-(5-chloro-2-fluorophenyl)pyridazin-3-yl]azetidine-1-carboxylate NC1=C(N=NC(=C1)C1=C(C=CC(=C1)Cl)F)C1CN(C1)C(=O)OC(C)(C)C